isopropyl 1-[3-[(3R)-3-amino-5-[(4-chlorophenyl)methyl]-8-fluoro-1,1,4-trioxo-2,3-dihydro-1λ6,5-benzothiazepin-7-yl]-1,2,4-oxadiazol-5-yl]-3-azabicyclo[3.1.1]heptane-3-carboxylate N[C@H]1CS(C2=C(N(C1=O)CC1=CC=C(C=C1)Cl)C=C(C(=C2)F)C2=NOC(=N2)C21CN(CC(C2)C1)C(=O)OC(C)C)(=O)=O